6-(hex-5-en-1-yl)-2,2,10,10-tetramethyl-3,3,9,9-tetraphenyl-4,8-dioxa-3,9-disilaundecane C(CCCC=C)C(CO[Si](C(C)(C)C)(C1=CC=CC=C1)C1=CC=CC=C1)CO[Si](C(C)(C)C)(C1=CC=CC=C1)C1=CC=CC=C1